tert-Butyl (2-(3-aminopropylsulfonamido)ethyl)((2-chloro-[1,1'-biphenyl]-4-yl)methyl)carbamate NCCCS(=O)(=O)NCCN(C(OC(C)(C)C)=O)CC1=CC(=C(C=C1)C1=CC=CC=C1)Cl